(2S)-1-boc-2-methyl-2-(methylaminomethyl)pyrrolidine C(=O)(OC(C)(C)C)N1[C@@](CCC1)(CNC)C